6-fluoro-2-(methylthio)benzo[d]oxazole FC1=CC2=C(N=C(O2)SC)C=C1